(R)-N-(4-(4-methyl-3-oxo-3,4-dihydro-2H-pyrido[3,2-b][1,4]oxazin-7-yl)-5,6,7,8-tetrahydroisoquinolin-8-yl)propanamide CN1C2=C(OCC1=O)C=C(C=N2)C2=CN=CC=1[C@@H](CCCC21)NC(CC)=O